BrC=1C=C(NC2(CCC3(C(CC4=CC=CC=C34)C=3OC(=CC3)C)CC2)C(=O)O)C=CC1 4-(3-bromoanilino)-2'-(5-methylfuran-2-yl)-2',3'-dihydrospiro[cyclohexane-1,1'-indene]-4-carboxylic acid